1-(2,2-Dimethylcyclopropyl)-4-cyclopropylbenzene CC1(C(C1)C1=CC=C(C=C1)C1CC1)C